CO[SiH](OC)C=1C(=C(C=CC1)[SiH](OC)OC)[SiH](OC)OC tris(dimethoxysilyl)benzene